5,12-Bis(2-PHENYLETHYNYL)-NAPHTHACENE C1(=CC=CC=C1)C#CC1=C2C=CC=CC2=C(C2=CC3=CC=CC=C3C=C12)C#CC1=CC=CC=C1